N,N-dimethyl-N-dodecyl-N-(3-sulfopropyl)ammonium C[N+](CCCS(=O)(=O)O)(CCCCCCCCCCCC)C